O1CCN(C2=C1C=CC=C2)NC(=O)C=2C=NC1=C(C(=CC=C1C2N2CC(C2)C(F)(F)F)F)C2=C(C(=CC(=C2)F)F)F N-(2,3-dihydro-1,4-benzoxazin-4-yl)-7-fluoro-4-[3-(trifluoromethyl)azetidin-1-yl]-8-(2,3,5-trifluorophenyl)quinoline-3-carboxamide